β-maleimidopropionamide C1(C=CC(N1CCC(=O)N)=O)=O